CN1C(=CC=C1)C1=CC=C(C=N1)C1(CCNCC1)C(=O)N 4-[6-(1-methyl-1H-pyrrol-2-yl)pyridin-3-yl]piperidine-4-carboxamide